(R)-N-(3-(benzyloxy)-4-((benzyloxy)carbamoyl)phenyl)-N-((5-cyclohexylpyrazin-2-yl)methyl)-1-((perfluorophenyl)sulfonyl)azetidine-2-carboxamide C(C1=CC=CC=C1)OC=1C=C(C=CC1C(NOCC1=CC=CC=C1)=O)N(C(=O)[C@@H]1N(CC1)S(=O)(=O)C1=C(C(=C(C(=C1F)F)F)F)F)CC1=NC=C(N=C1)C1CCCCC1